4-acetamidobiphenyl C(C)(=O)NC1=CC=C(C=C1)C1=CC=CC=C1